CC(C=C)[Sn](OCCC)(OCCC)OCCC 3-buten-2-yltri(n-propoxy)tin